BrC1=NC=CC=C1COC1=CN=C(C=C1C=O)OC 5-((2-bromopyridin-3-yl)methoxy)-2-methoxyisonicotinaldehyde